anti-phosphoric acid platinum-iron [Fe].[Pt].P(O)(O)(O)=O